FC=1C=C(C=CC1)NC(=O)C1CCN(CC1)C(=O)OC(C)(C)C tert-butyl 4-((3-fluorophenyl)carbamoyl)piperidin-1-carboxylate